2-(5-(trifluoromethyl)-2,3-dihydrobenzofuran-2-yl)isonicotinic acid FC(C=1C=CC2=C(CC(O2)C=2C=C(C(=O)O)C=CN2)C1)(F)F